(+-)-N-[2-hydroxy-5-[(1RS)-hydroxy-2-[[(1RS)-2-(4-methoxybenzyl)-1-methylethyl]amino]ethyl]phenyl]carboxamide fumarate dihydrate O.O.C(\C=C\C(=O)O)(=O)O.OC1=C(C=C(C=C1)C[C@H](N[C@@H](CCC1=CC=C(C=C1)OC)C)O)NC=O |r|